1-(2,5-dimethyl-4-phenoxyphenyl)-3-phenyl-1,3,5-triazinane-2,4,6-trione CC1=C(C=C(C(=C1)OC1=CC=CC=C1)C)N1C(N(C(NC1=O)=O)C1=CC=CC=C1)=O